[Ga+3].[O-2].[Ga+3].[O-2].[O-2] gallium oxide Gallium